NCCC=1C=NC(=NC1)C1=C(C=C(C#N)C=C1)OC=1C=NN(C1C)C(C)C 4-[5-(2-aminoethyl)pyrimidin-2-yl]-3-(5-methyl-1-propan-2-ylpyrazol-4-yl)oxybenzonitrile